N(=[N+]=[N-])CCCO[C@@H]1O[C@@H]([C@@H]([C@@H]([C@H]1O)O)O)CO (2R,3R,4S,5R,6R)-2-(3-azidopropoxy)-6-(hydroxymethyl)tetrahydro-2H-pyran-3,4,5-triol